[Li+].P(=O)(O)(O)[O-] (dihydrogen phosphate) Lithium